imidazo[1,2-c]pyrimidin-5-amine N=1C=CN2C(=NC=CC21)N